O=S1(CCOCC1)=NC(C1=CN=C(C=C1)C1=NOC(=N1)C(F)(F)F)=O N-(4-oxo-1,4λ6-oxathian-4-ylidene)-6-(5-(trifluoromethyl)-1,2,4-oxadiazol-3-yl)nicotinamide